2-methyl-1,3,4-thiadiazole-5-thiol CC=1SC(=NN1)S